NC1=NC=NN2C1=C(N=C2C2CCOCC2)C2=C(C=C(CC=1C(=C(C(=O)N)C=C(C1)F)OC)C=C2)OCC (4-(4-amino-7-(tetrahydro-2H-pyran-4-yl)imidazo[5,1-f][1,2,4]triazin-5-yl)-3-ethoxybenzyl)-5-fluoro-2-methoxybenzamide